[Cl-].NC=1C(=NC=C(C1)N)N1CC[N+](CC1)(C)CCO 4-(3,5-diaminopyridin-2-yl)-1-(2-hydroxyethyl)-1-methylpiperazin-1-ium chloride